[In].[Al].[Cu] copper-aluminum-indium